tert-butyl (1-(4-butyl-5-chloro-2-methoxyphenyl)propan-2-yl)carbamate C(CCC)C1=CC(=C(C=C1Cl)CC(C)NC(OC(C)(C)C)=O)OC